1-butyl-3-methylimidazolium aminoethanoate NCC(=O)[O-].C(CCC)N1C=[N+](C=C1)C